N-(4-fluoro-3-((6-(1-methyl-1H-pyrazol-4-yl)pyrazolo[1,5-a]pyrazin-4-yl)oxy)phenyl)-N-methylacrylamide FC1=C(C=C(C=C1)N(C(C=C)=O)C)OC=1C=2N(C=C(N1)C=1C=NN(C1)C)N=CC2